2-hydroxy-5-methyl-1,3-benzenedimethanol OC1=C(C=C(C=C1CO)C)CO